C(C)(=O)OC[C@H](COC1=CC=C(C=C1)S(=O)(=O)C1=CC(=C(C(=C1)Cl)OC[C@@H](CCl)OC(C)=O)Cl)OC(C)=O (S)-3-(4-((4-((S)-2-acetoxy-3-chloropropoxy)-3,5-dichlorophenyl)sulfonyl)phenoxy)propane-1,2-diyl diacetate